1-(5-bromopyridin-2-yl)-4-(hydroxymethyl)piperidin-4-amine BrC=1C=CC(=NC1)N1CCC(CC1)(N)CO